(S)-(Z)-3-((3-butyl-3-ethyl-7-(methylthio)-1,1-dioxido-5-phenyl-2,3,4,5-tetrahydro-1,5-benzothiazepin-8-yl)oxy)-2-fluoroacrylic acid C(CCC)[C@@]1(CS(C2=C(N(C1)C1=CC=CC=C1)C=C(C(=C2)O\C=C(\C(=O)O)/F)SC)(=O)=O)CC